C(C)(C)(C)OC(=O)NC(C(=O)[O-])CCCC (tert-butoxycarbonylamino)hexanoate